piperidin-4-yl(pyrrole) N1CCC(CC1)C=1NC=CC1